C(C)(C)(C)OC(C(C)N1C(C2=C(CC1)SC(=C2)C2=NC(=NC=C2)NC2CCOCC2)=O)=O.NC2=C(C=CC=C2)C=2SC1=C(N2)C=CC=C1 (Aminophenyl)benzothiazole tert-Butyl-2-(4-oxo-2-(2-((tetrahydro-2H-pyran-4-yl)amino)pyrimidin-4-yl)-6,7-dihydrothieno[3,2-c]pyridin-5(4H)-yl)propionate